2-methyl-2-phenethyl-1,3-dioxane CC1(OCCCO1)CCC1=CC=CC=C1